C(C1=CC=CC=C1)N1B(NC2=C3C1=CC=CC3=CC=C2)C2=C(C(=C3CC1(CC3=C2C)C2=CC=CC=C2C=2C=CC=CC21)C)CCCCC (R)-1-benzyl-2-(4',7'-dimethyl-5'-pentyl-1',3'-dihydrospiro[fluorene-9,2'-inden]-6'-yl)-2,3-dihydro-1H-naphtho[1,8-de][1,3,2]diazaborinine